ClC=1C(=NC=CC1C1=NC(=C(C=C1)CCCNCC1CCC(N1)=O)OC)C1=C(C(=CC=C1)NC1=NC=CC(=C1F)CNCCO)Cl 5-(((3-(3'-chloro-2'-(2-chloro-3-((3-fluoro-4-(((2-hydroxyethyl)amino)methyl)pyridin-2-yl)amino)phenyl)-6-methoxy-[2,4'-bipyridin]-5-yl)propyl)amino)methyl)pyrrolidin-2-one